6-(N-cyano-3,5-difluoro-anilino)-N-(2,2-dimethylcyclobutyl)-3-methoxy-pyridine-2-carboxamide C(#N)N(C1=CC(=CC(=C1)F)F)C1=CC=C(C(=N1)C(=O)NC1C(CC1)(C)C)OC